OCCN(C1=CC=C(C=C1)/C=C/C(=O)C1=CC=C(C=C1)NC(C1=CC(=CC=C1)C)=O)C N-[4-[(E)-3-[4-[2-Hydroxyethyl(methyl)amino]phenyl]prop-2-enoyl]phenyl]-3-methylbenzamide